p-menthane-1,8-diamine C1(CCC(CC1)C(C)(C)N)(C)N